Methyl 5-amino-3-cyclopropyl-2-fluorobenzoate NC=1C=C(C(=C(C(=O)OC)C1)F)C1CC1